5,5,5-trifluoro-1-(trimethylsilyl)pent-1-yn-3-one methyl-2-hydroxy-6,7,8,9-tetrahydro-5H-cyclohepta[b]pyridine-3-carboxylate COC(=O)C=1C=C2C(=NC1O)CCCCC2.FC(CC(C#C[Si](C)(C)C)=O)(F)F